2-chloro-N-(4-(oxazol-5-yl)phenyl)-N-(2-oxo-1-(pyridin-3-yl)-2-((tetrahydro-2H-pyran-4-yl)amino)ethyl)acetamide ClCC(=O)N(C(C(NC1CCOCC1)=O)C=1C=NC=CC1)C1=CC=C(C=C1)C1=CN=CO1